C(C)(C)(C)OC(N[C@H]1CCCCC(NC=2C=C(C=CC2C=2C=CN=C1C2)CNC(=O)OC)=O)=O [(S)-5-(Methoxycarbonylamino-methyl)-9-oxo-8,16-diaza-tricyclo[13.3.1.02,7]nonadeca-1(19),2(7),3,5,15,17-hexaen-14-yl]-carbamic acid tert-butyl ester